N-(1-(4-(2-Bromoacetyl)-3-(3-methoxypropoxy)phenyl)-3-methylbutan-2-yl)formamide BrCC(=O)C1=C(C=C(C=C1)CC(C(C)C)NC=O)OCCCOC